FC(C1=CC=C(C=C1)N1C[C@@H](CC2=CC=CC=C12)NCCO)(F)F |o1:10| (R)- or (S)-2-((1-(4-(trifluoromethyl)-phenyl)-1,2,3,4-tetrahydro-quinolin-3-yl)amino)ethan-1-ol